CN1C(C(=CC=C1)C(CNS(=O)(=O)C)CO[C@@H]1CC[C@@H](CC1)C1=CC=CC=C1)=O N-[2-(1-methyl-2-oxo-1,2-dihydropyridin-3-yl)-3-{[(cis)-4-phenylcyclohexyl]oxy}propyl]methanesulfonamide